N-(9-aminononyl)-2-(2,6-dioxopiperidin-3-yl)-1-oxoisoindoline-5-carboxamide hydrochloride Cl.NCCCCCCCCCNC(=O)C=1C=C2CN(C(C2=CC1)=O)C1C(NC(CC1)=O)=O